5-(4-chloro-2-fluorophenyl)-2,3-dimethyl-7-(2-(2-(trifluoromethyl)-4-pyridinyl)-4-morpholinyl)pyrido[4,3-d]pyrimidin-4(3H)-one ClC1=CC(=C(C=C1)C1=NC(=CC=2N=C(N(C(C21)=O)C)C)N2CC(OCC2)C2=CC(=NC=C2)C(F)(F)F)F